(R)-2-(2,6-difluorophenyl)-4-((4-(2-oxopyrrolidin-3-yl)phenyl)amino)-6,7-dihydro-5H-pyrrolo[3,4-d]pyrimidin-5-one FC1=C(C(=CC=C1)F)C=1N=C(C2=C(N1)CNC2=O)NC2=CC=C(C=C2)[C@@H]2C(NCC2)=O